tert-butyl 4-(3-((3-(2,6-dioxopiperidin-3-yl)-1-methyl-1H-indazol-6-yl)oxy)propyl)piperidine-1-carboxylate O=C1NC(CCC1C1=NN(C2=CC(=CC=C12)OCCCC1CCN(CC1)C(=O)OC(C)(C)C)C)=O